CC1(C=CC=C(N1)C1=NC=CC=C1)C 6,6-dimethyl-bipyridine